C(CCC)C1=C(C(=C(C(N1)=O)S(=O)(=O)C1=CC=C(C=C1)C=1C(=NC(=CC1)F)C)O)C1=C(C=CC=C1OC)OC 6-butyl-5-(2,6-dimethoxyphenyl)-3-((4-(6-fluoro-2-methylpyridin-3-yl)phenyl)sulfonyl)-4-hydroxypyridin-2(1H)-one